NC1=C2N=CN(C2=NC(=N1)Cl)[C@H]1[C@@H]([C@@H]([C@H](O1)CO[C@@H](C(=O)OCC)P(O)(O)=O)O)O ((R)-1-(((2R,3s,4R,5R)-5-(6-amino-2-chloro-9H-purin-9-yl)-3,4-dihydroxytetrahydrofuran-2-yl)methoxy)-2-ethoxy-2-oxoethyl)phosphonic acid